OC1(CC(C1)C1=CC=C(CC=2C(NC3=CC=CC=C3C2)=O)C=C1)C 3-(4-(3-hydroxy-3-methylcyclobutyl)benzyl)quinolin-2(1H)-one